ClC=1C(=CC=C2C=CN(C(C12)=O)C)SC=1N=CC(=NC1)N1CCC2([C@@H]([C@@H](OC2)C)NC(OC(C)(C)C)=O)CC1 tert-butyl ((3S,4S)-8-(5-((8-chloro-2-methyl-1-oxo-1,2-dihydroisoquinolin-7-yl) Thio)pyrazin-2-yl)-3-methyl-2-oxa-8-azaspiro[4.5]decan-4-yl)carbamate